CC(C)N(C(C=CC1=NC2=C(N1)C(=C(C(=C2)F)F)F)=O)C(C)C N,N-bis(propan-2-yl)-3-(5,6,7-trifluoro-1H-1,3-benzodiazol-2-yl)propenamide